C(C1=CC=CC=C1)N1CC(C(C(C1)C)(F)F)C(CN1C(C2=CC=CC=C2C1=O)=O)(C)C 2-[2-(1-benzyl-4,4-difluoro-5-methyl-3-piperidinyl)-2-methyl-propyl]isoindoline-1,3-dione